(R)-ISOSERINE NC[C@@H](O)C(=O)O